C1(CCCC1)C(CC#N)N1N=CC(=C1)N1C(=NC=2C1=C1C(=NC2)N(C=C1)S(=O)(=O)C1=CC=CC=C1)C(F)(F)F 3-cyclopentyl-3-(4-(6-(phenylsulfonyl)-2-(trifluoromethyl)imidazo[4,5-d]pyrrolo[2,3-b]pyridin-1(6H)-yl)-1H-pyrazol-1-yl)propanenitrile